NC=1C=C(C=CC1OCOCCOC)N1C(C2=CN=C(C=C2CC1)C1=C(C=C(C=C1)C(F)(F)F)Br)=O 2-(3-amino-4-((2-methoxyethoxy)methoxy)phenyl)-6-(2-bromo-4-(trifluoromethyl)phenyl)-3,4-dihydro-2,7-naphthyridin-1(2H)-one